FC1(CNCCC1NC(=O)C1=C(OC2=C1C=C(C=C2)OCC2=NC(=NC=C2)C)C)F N-(3,3-difluoropiperidin-4-yl)-2-methyl-5-((2-methylpyrimidin-4-yl)methoxy)benzofuran-3-carboxamide